5-(4-(3-hydroxy-3-methylbut-1-ynyl)phenoxy)-1H-1,2,3-triazole-4-carboxylic acid OC(C#CC1=CC=C(OC2=C(N=NN2)C(=O)O)C=C1)(C)C